4-amino-3-(4-phenoxyphenyl)-1H-pyrazolo(3,4-d)pyrimidine NC1=C2C(=NC=N1)NN=C2C2=CC=C(C=C2)OC2=CC=CC=C2